2-(Acetamidomethyl)benzyl-4-amino-2-(ethoxymethyl)-1-(3-hydroxy-2-(hydroxymethyl)-2-methylpropyl)-1,6,8,9-tetrahydro-7H-imidazo[4,5-c][1,7]naphthyridine C(C)(=O)NCC1=C(CC2NCCC=3C4=C(C(=NC23)N)N=C(N4CC(CO)(C)CO)COCC)C=CC=C1